1-(2,4,6-trihydroxyphenyl)prop-2-en-1-one OC1=C(C(=CC(=C1)O)O)C(C=C)=O